C(C=C)(=O)N[C@H]1CN(CCC1)CC1=CC(=NC=C1)C(=O)NC1=CC(=C(C=C1)C1=CC2=C(N=CN=C2N2CCOCC2)N1)F (R)-4-((3-acrylamidopiperidin-1-yl)methyl)-N-(3-fluoro-4-(4-morpholino-7H-pyrrolo[2,3-d]pyrimidin-6-yl)phenyl)picolinamide